2-(6-(2-((5-(4-ethylpiperazin-1-yl)pyridin-2-yl)amino)-5-fluoropyrimidin-4-yl)-8-fluoro-2-methylquinolin-4-yl)propan-2-ol C(C)N1CCN(CC1)C=1C=CC(=NC1)NC1=NC=C(C(=N1)C=1C=C2C(=CC(=NC2=C(C1)F)C)C(C)(C)O)F